Pyrimidine-5-carbonitrile trifluoroacetic acid salt FC(C(=O)O)(F)F.N1=CN=CC(=C1)C#N